C1(CC1)C1=NC=C2C(=N1)NN=C2 6-cyclopropyl-1H-pyrazolo[3,4-d]pyrimidine